C1(CCC(N1C(C(=O)[O-])CC1=CC(=C(C=C1)O)I)=O)=O succinimidyl-3-(4-hydroxy-3-iodophenyl)propionate